N2-[2-(4-methoxyphenyl)[1,2,4]triazolo[1,5-c]quinazolin-5-yl]-N-propan-2-yl-D-alaninamide COC1=CC=C(C=C1)C1=NN2C(=NC=3C=CC=CC3C2=N1)N[C@H](C)C(=O)NC(C)C